3-Benzyl-1-(4-(4-((2-(2,6-dioxopiperidin-3-yl)-3-oxoisoindol-5-yl)glyceryl)piperazin-1-yl)phenyl)-1-((1r,4r)-4-(quinazolin-2-ylamino)cyclohexyl)urea C(C1=CC=CC=C1)NC(N(C1CCC(CC1)NC1=NC2=CC=CC=C2C=N1)C1=CC=C(C=C1)N1CCN(CC1)C(C(O)CO)C=1C=C2C(N(CC2=CC1)C1C(NC(CC1)=O)=O)=O)=O